6'-(trifluoromethoxy)spiro[cyclopropane-1,3'-indolin]-2'-one FC(OC1=CC=C2C3(C(NC2=C1)=O)CC3)(F)F